5-(2-cyanoethoxy)-4,6-bis(2-cyanoethyl)nonandinitrile C(#N)CCOC(C(CCC#N)CCC#N)C(CCC#N)CCC#N